(1R,3S,5R)-2-(2-(3-acetyl-5-(5-(1-hydroxyethyl)pyrazin-2-yl)-7-methyl-1H-indazol-1-yl)acetyl)-N-(6-bromo-3-methylpyridin-2-yl)-5-methyl-2-azabicyclo[3.1.0]hexane-3-carboxamide C(C)(=O)C1=NN(C2=C(C=C(C=C12)C1=NC=C(N=C1)C(C)O)C)CC(=O)N1[C@@H]2C[C@@]2(C[C@H]1C(=O)NC1=NC(=CC=C1C)Br)C